2-(4-(5,6-methylenedioxybenzo[d]thiazol-2-yl)-2-methylphenoxy)-2-methylpropanoic acid C1OC=2C(=CC3=C(N=C(S3)C3=CC(=C(OC(C(=O)O)(C)C)C=C3)C)C2)O1